O[C@](C)(CC=C)[C@H]1N(C(OC1)(C)C)C(=O)OC(C)(C)C tert-Butyl (S)-4-((R)-2-hydroxypent-4-en-2-yl)-2,2-dimethyloxazolidine-3-carboxylate